2-((1H-benzo[d]imidazol-2-yl)(2-hydroxyphenyl)methyl)-6-(1,2,3,6-tetrahydropyridin-4-yl)isoindolin-1-one N1C(=NC2=C1C=CC=C2)C(N2C(C1=CC(=CC=C1C2)C=2CCNCC2)=O)C2=C(C=CC=C2)O